C(C)(C)(C)OC(C1=CC=C(C=C1)NC([C@H](CC1=CC=CC=C1)N1N=CC(=CC1=O)C1=C(C=CC(=C1)Cl)Br)=O)=O (S)-4-(2-(4-(2-bromo-5-chlorophenyl)-6-oxopyridazin-1(6H)-yl)-3-phenylpropionamido)benzoic acid tert-butyl ester